2-chloro-9-(4-(2-methoxyethyl)tetrahydro-2H-pyran-4-yl)-7-methyl-7,9-dihydro-8H-purin-8-one ClC1=NC=C2N(C(N(C2=N1)C1(CCOCC1)CCOC)=O)C